C(C1=CC=CC=C1)OC1=CC=CC(=N1)N1CCOCC1 4-(6-(benzyloxy)pyridin-2-yl)morpholine